3-bromo-5-(methoxymethoxy)pyridine BrC=1C=NC=C(C1)OCOC